2-(2-((2-(2,6-dioxopiperidin-3-yl)-1,3-dioxoisoindol-4-yl)amino)ethoxy)propionic acid O=C1NC(CCC1N1C(C2=CC=CC(=C2C1=O)NCCOC(C(=O)O)C)=O)=O